[3-(2-ethylpyrazol-3-yl)-5-[(2-hydroxy-2-methyl-propyl)amino]pyrazolo[1,5-a]pyrimidin-2-yl]benzonitrile C(C)N1N=CC=C1C=1C(=NN2C1N=C(C=C2)NCC(C)(C)O)C2=C(C#N)C=CC=C2